OC(CN1C2=C(OCC1=O)C(=CC(=C2)C(=O)N[C@H](C)C=2C=NC(=NC2)C(F)(F)F)C=2SC(=CN2)C)(C)C (R)-4-(2-hydroxy-2-methylpropyl)-8-(5-methylthiazol-2-yl)-3-oxo-N-(1-(2-(trifluoromethyl)pyrimidin-5-yl)ethyl)-3,4-dihydro-2H-benzo[b][1,4]oxazine-6-carboxamide